CC1=C(N=NC(=C1)NC1=NC=CC(=C1)C)C(=O)N methyl-6-((4-methylpyridin-2-yl)amino)pyridazine-3-carboxamide